2-bromo-6-chloro-4-vinylpyridine BrC1=NC(=CC(=C1)C=C)Cl